(2S,3R,4R,5S)-3-(3,4-Difluoro-2-methoxyphenyl)-4,5-dimethyl-5-(trifluoromethyl)tetrahydrofuran-2-carboxylic acid FC=1C(=C(C=CC1F)[C@@H]1[C@H](O[C@@]([C@@H]1C)(C(F)(F)F)C)C(=O)O)OC